COC1=NC(=NC(=N1)OC)[N+]1(CCOCC1)C 4-(4,6-dimethoxy-1,3,5-triazin-2-yl)-4-methylmorpholinium